C(#N)C=1C=C(C=CC1)C=1N=C(SC1C1=CC(=NC(=C1)C)C)NC(=O)N1CC(C1)N1CCOCC1 N-[4-(3-Cyanophenyl)-5-(2,6-dimethyl-4-pyridyl)thiazol-2-yl]-3-morpholino-azetidin-1-carboxamid